N-(3,4-dimethoxyphenyl)-3,8-diazabicyclo[3.2.1]Octane-8-carboxamide COC=1C=C(C=CC1OC)NC(=O)N1C2CNCC1CC2